(S)-3-((5-amino-3-bromo-1-((5-methoxy-1',2',3',6'-tetrahydro-[3,4'-bipyridin]-6-yl)methyl)-1H-pyrazolo[4,3-d]pyrimidin-7-yl)amino)hexan-1-ol NC=1N=C(C2=C(N1)C(=NN2CC2=C(C=C(C=N2)C=2CCNCC2)OC)Br)N[C@H](CCO)CCC